COC(C1=C(C(=CC=C1OCC(=O)OC(C)(C)C)C)Br)=O 2-bromo-6-(2-(tert-butoxy)-2-oxoethoxy)-3-methylbenzoic acid methyl ester